BrC(COS(=O)(=O)C1=CC=C(C=C1)C)(F)F 2-bromo-2,2-difluoroethyl-4-methylbenzenesulfonate